NC1=CC(=C(C=C1OC)N1CCC(CC1)C1CCNCC1)C=1C=NN(C1)C 1'-(4-amino-5-methoxy-2-(1-methyl-1H-pyrazol-4-yl)phenyl)-[4,4'-bipiperidine]